ClC1=C(C=C(C=C1)N1CC(C2=NC(=CC=C21)C(=O)N2CC(CCC2)NC2=NC=C(C(=O)OCC)C=C2)(C)C)F ethyl 6-((1-(1-(4-chloro-3-fluorophenyl)-3,3-dimethyl-2,3-dihydro-1H-pyrrolo[3,2-b]pyridine-5-carbonyl)piperidin-3-yl)amino)nicotinate